FC=1C=CC2=C(NC(=NS2(=O)=O)NCC2=NON=C2C)C1[C@@H](C)C1=C(C=CC=C1)F (S)-6-fluoro-5-(1-(2-fluorophenyl)ethyl)-3-(((4-methyl-1,2,5-oxadiazol-3-yl)methyl)amino)-4H-benzo[e][1,2,4]thiadiazine 1,1-dioxide